CO/C=C/C(=O)NNC=1C=C(C=CC1)C (E)-3-methoxy-N'-(m-tolyl)acrylohydrazide